4-((4-((1-methoxy-2-methylpropan-2-yl)amino)cyclohexyl)oxy)-2-methylthiazole-5-carboxamide COCC(C)(C)NC1CCC(CC1)OC=1N=C(SC1C(=O)N)C